C(C1=CC=CC=C1)OC1=C(C(=C2C[C@@H](N(C2=C1)C(=O)OC(C)(C)C)CN(C(C)CCC)C(=O)OC(C)(C)C)F)NCC(=O)OC(C)(C)C tert-butyl (2R)-6-(benzyloxy)-2-{[(tert-butoxycarbonyl)(pentan-2-yl)amino]methyl}-5-[(2-tert-butoxy-2-oxoethyl)amino]-4-fluoro-2,3-dihydro-1H-indole-1-carboxylate